C(C)(C)(C)OC(=O)N1CC(C1)=NN1[C@@H](CCC1)COC.Cl[Si](Cl)(Cl)C#C[Si](Cl)(Cl)Cl bis(trichlorosilyl)acetylene tert-butyl-(S)-3-((2-(methoxymethyl)pyrrolidin-1-yl)imino)azetidine-1-carboxylate